4-[2-Fluoro-5-[3-(6-methyl-2-pyridinyl)-1H-pyrazol-4-yl]phenyl]-1H-pyrazole-1-ethanol FC1=C(C=C(C=C1)C=1C(=NNC1)C1=NC(=CC=C1)C)C=1C=NN(C1)CCO